FC1(CNC1)COC1=CC=2N(C=C1)C(=CN2)C=2C=C1CCN(C(C1=C(C2)OC)=O)CC(F)(F)F 6-[7-[(3-fluoroazetidin-3-yl)methoxy]imidazo[1,2-a]pyridin-3-yl]-8-methoxy-2-(2,2,2-trifluoroethyl)-3,4-dihydroisoquinolin-1-one